2-(6-chloro-3-methyl-2,4-dioxo-3,4-dihydro-2H-pyrimidine-1-ylmethyl)-4-fluorobenzonitrile ClC1=CC(N(C(N1CC1=C(C#N)C=CC(=C1)F)=O)C)=O